(9-(cyclopropylsulfonyl)-2,3,4,9-tetrahydro-1H-pyrido[3,4-b]indol-4-yl)pentan-2-ol C1(CC1)S(=O)(=O)N1C2=C(C3=CC=CC=C13)C(CNC2)CC(CCC)O